[Br-].O1C(OCC1)C[P+](C1=CC=CC=C1)(C1=CC=CC=C1)C1=CC=CC=C1 (1,3-dioxolan-2-yl)methyltriphenylphosphonium bromide